5-bromo-3-((4-((dieth-ylamino)methyl)phenylimino)methyl)-2-hydroxyphenyl nicotinate C(C1=CN=CC=C1)(=O)OC1=C(C(=CC(=C1)Br)C=NC1=CC=C(C=C1)CN(CC)CC)O